N,N'-bis(2-hydroxybenzyl) ethylenediamine Methyl 5-benzyl-2-(benzyloxy)-1-oxo-2,5-diazaspiro[3.4]octane-6-carboxylate C(C1=CC=CC=C1)N1C2(CN(C2=O)OCC2=CC=CC=C2)CCC1C(=O)OC.OC1=C(CNCCNCC2=C(C=CC=C2)O)C=CC=C1